C(C=C)(=O)OC1=C(C=CC2=CC(=CC=C12)F)F 2,6-difluoronaphthol acrylate